S1C(=NC2=C1C=CC=C2)N(N)C(C2=CC=C(C=C2)C)=O (benzo[d]thiazol-2-yl)-4-methylbenzoyl-hydrazine